3-[5-[3-fluoro-1-[3-(4-piperidyloxy)cyclobutyl]-4-piperidyl]-1-oxo-isoindolin-2-yl]piperidine-2,6-dione FC1CN(CCC1C=1C=C2CN(C(C2=CC1)=O)C1C(NC(CC1)=O)=O)C1CC(C1)OC1CCNCC1